COC=1C=C(C2=CC=CC=C2C1)C=1C2=C(N=C(N1)N1CC3(CN(C3)C(=O)OC(C)(C)C)CC1)C=C(C=N2)C tert-butyl 6-(4-(3-methoxynaphthalen-1-yl)-7-methylpyrido[3,2-d]pyrimidin-2-yl)-2,6-diazaspiro[3.4]octane-2-carboxylate